BrC=1C=C2C(N(C(NC2=CC1)=O)C(C)(C)C)=O 6-bromo-3-(tert-butyl)quinazoline-2,4(1H,3H)-dione